[(biphenylyl)phenyldibenzothiophenyl](diphenyltriazinyl)biphenyl C1(=C(C=CC=C1)C=1C(=C(C2=C(SC3=C2C=CC=C3)C1)C=1C(=C(C=CC1)C1=CC=CC=C1)C1=NN=NC(=C1C1=CC=CC=C1)C1=CC=CC=C1)C1=CC=CC=C1)C1=CC=CC=C1